O=C1NC=CC(=C1)B(O)O (2-oxo-1H-pyridin-4-yl)boronic acid